C(C1=CC=CC=C1)N1CCC2(CC1)COC1=C2C=CC(=C1C(=O)O)C(=O)O benzyl-2H-spiro[benzofuran-3,4'-piperidine]-6,7-dicarboxylic acid